FC=1C=C(C=CC1F)C=1C=C2C(=NC1)N(C(N2CC2=CC=NC=C2)=O)C 6-(3,4-difluorophenyl)-3-methyl-1-(4-pyridylmethyl)imidazo[4,5-b]pyridin-2-one